2,2-difluorocyclopropylformic acid FC1(C(C1)C(=O)O)F